3-(hydroxymethyl)-1,1-diphenyl-ethylene OCC=1C=C(C=CC1)C(=C)C1=CC=CC=C1